C(C)(C)(C)OC(=O)NCC1=CC=C(C=C1)NC(=O)C1=CC2=C(OCCC3=C2SC=C3)C=C1C=1C(=NC(=CC1)C(NC1(CCCC1)C)=O)C(=O)OC methyl 3-(9-((4-(((tert-butoxycarbonyl)amino)methyl)phenyl)carbamoyl)-4,5-dihydrobenzo[b]thieno[2,3-d]oxepin-8-yl)-6-((1-methylcyclopentyl)carbamoyl)picolinate